C(C)(C)(C)OC(=O)N1C(C(C2(CC1)COC1=C3CNC(C3=CC=C12)=O)(F)F)C1C(NC(CC1)=O)=O (2,6-Dioxopiperidin-3-yl)-3',3'-difluoro-6-oxo-7,8-dihydro-2H,6H-spiro[furo[2,3-e]isoindole-3,4'-piperidine]-1'-carboxylic acid tert-butyl ester